2-{5-[(methylamino)methyl]pyridin-2-yl}-2H-indazole-7-carboxamide CNCC=1C=CC(=NC1)N1N=C2C(=CC=CC2=C1)C(=O)N